C(C)(=O)OC1=CC(=CC2=CC=CC=C12)SC(C)=O 3-(acetylthio)naphthalen-1-yl acetate